FC(C(=O)O)(F)F.C(C)OC=1C(=NC=CC1)OC=1C=C(C=NC1)C1=NC=C(C=N1)C(=O)NC1CNCCC1 2-{5-[(3-ethoxypyridin-2-yl)oxy]pyridin-3-yl}-N-(piperidin-3-yl)pyrimidine-5-carboxamide, trifluoroacetate salt